zinc nitrate [N+](=O)([O-])[O-].[Zn+2].[N+](=O)([O-])[O-]